2-fluorooctanal FC(C=O)CCCCCC